7-fluoro-2-methyl-5-((4-methylthiazol-5-yl)methoxy)benzofuran-3-carboxylic acid FC1=CC(=CC=2C(=C(OC21)C)C(=O)O)OCC2=C(N=CS2)C